FC1(CN(C1)C(=O)C1=CC=C(C=C1)CNC1=NC=NC2=C1SC=1N=NC(=C(C12)C)C)F (3,3-difluoroazetidin-1-yl)-[4-[[(3,4-dimethylpyrimidino[4',5':4,5]thieno[2,3-c]pyridazin-8-yl)amino]methyl]phenyl]methanone